Ethylene Propylene Acrylate C(C=C)(=O)O.C=CC.C=C